C1COCCN1CCOCCN2CCOCC2 2,2-Dimorpholinodiethylether